C1(=CC(=CC(=C1)CC(C(=O)N)(C)C)CC(C(=O)N)(C)C)CC(C(=O)N)(C)C benzene-1,3,5-triyltri(2,2-dimethylpropionamide)